ethyl 2,2-difluoro-5-phenoxypentanoate FC(C(=O)OCC)(CCCOC1=CC=CC=C1)F